N1=C2C(=CC=C1)NC=1C=NC=CC12 5H-PYRROLO[3,2-B:5,4-C']DIPYRIDINE